ClCCN([P@]1OCC=N1)CCCl |r| (RS)-N,N-bis(2-chloroethyl)-1,3,2-oxazaphospholin-2-amine